(E)-2-morpholinoethyl 2-((2-(4-(2-chlorophenyl)thiazol-2-yl)hydrazono)methyl)-4-methylbenzoate ClC1=C(C=CC=C1)C=1N=C(SC1)N\N=C\C1=C(C(=O)OCCN2CCOCC2)C=CC(=C1)C